N1=CC=CC2=CC=CC(=C12)S(=O)(=O)C1=CC=C(C=C1)CNC(=O)C=1C=CC=2N(C1)C=CN2 N-{[4-(quinoline-8-sulfonyl)phenyl]methyl}imidazo[1,2-a]pyridine-6-carboxamide